C1(CC1)N1CC2=C(CC1)SC(=C2)B2OC(C(O2)(C)C)(C)C 5-cyclopropyl-2-(4,4,5,5-tetramethyl-1,3,2-dioxaborolan-2-yl)-4,5,6,7-tetrahydrothieno[3,2-c]pyridine